FC(OC1=NC(=CC=C1NC(=O)C1(CN(C1)C(=O)[C@H]1[C@H](C1)C(=O)O)C1=C(C=CC=C1)C(C)C)C)F (1s,2r)-2-(3-((2-(difluoromethoxy)-6-methylpyridin-3-yl)carbamoyl)-3-(2-isopropylphenyl)azetidine-1-carbonyl)cyclopropane-1-carboxylic acid